C1(CC1)OC1=C(C=CC=C1)C1=C(C=NC=C1)C1(CC1)NCC1=C(C=CC(=C1)C)C(CC[C@]([C@@H]([C@H](CNC(N)=O)O)O)([C@@H](CO)O)O)CC 4-{3-[(({1-[4-(2-cyclopropoxyphenyl)pyridin-3-yl]cyclopropyl}amino)methyl)-4-methylphenyl]pentyl}-3-[(2S,3R,4R,5R)-2,3,4,5,6-pentahydroxyhexyl]urea